N-(4-bromophenyl)-N-methylglycine methyl ester COC(CN(C)C1=CC=C(C=C1)Br)=O